Methyl 6-(2,6-difluorophenyl)-4-((6-morpholinopyridin-3-yl)amino)pyridazine-3-carboxylate FC1=C(C(=CC=C1)F)C1=CC(=C(N=N1)C(=O)OC)NC=1C=NC(=CC1)N1CCOCC1